Trans-aminoindane NC1CCC2=CC=CC=C12